6-(ethylthio)-1-[(2,4,5-trifluorophenyl)methyl]-3H-1,3,5-triazine C(C)SC1=NCNCN1CC1=C(C=C(C(=C1)F)F)F